methyl (2E)-3-[2-(1,3-dioxolan-2-yl)-5-methoxy-3-[(4-methoxyphenyl) methoxy]phenyl]prop-2-enoate O1C(OCC1)C1=C(C=C(C=C1OCC1=CC=C(C=C1)OC)OC)/C=C/C(=O)OC